isopropyl(cyclopentadienyl-1-fluorenyl)zirconium dichloride [Cl-].[Cl-].C(C)(C)[Zr+2]C1=C(C=CC=2C3=CC=CC=C3CC12)C1C=CC=C1